4-(2-methoxyethyl)thiomorpholine COCCN1CCSCC1